ClC=1C=C(C=CC1C)C=1NC(C=2N(C1)N=C(C2C2CC(C2)(F)F)C(=O)O)=O 6-(3-Chloro-4-methylphenyl)-3-(3,3-difluorocyclobutyl)-4-oxo-4,5-dihydropyrazolo[1,5-a]pyrazine-2-carboxylic acid